(3R)-3-ethyl-5-fluoro-2-(2-oxatricyclo[3.3.1.13,7]decan-1-ylmethyl)-3,4-dihydro-1H-isoquinoline-7-carbohydroxamic acid C(C)[C@H]1N(CC2=CC(=CC(=C2C1)F)C(=O)NO)CC12OC3CC(CC(C1)C3)C2